6-benzyloxy-5-chloro-3-[[2-methyl-5-(4,4,5,5-tetramethyl-1,3,2-dioxaborolan-2-yl)phenyl]methyl]-4H-1,2λ6,3-benzoxathiazine 2,2-dioxide C(C1=CC=CC=C1)OC=1C=CC2=C(CN(S(O2)(=O)=O)CC2=C(C=CC(=C2)B2OC(C(O2)(C)C)(C)C)C)C1Cl